N1[C@@H](CCC1)CCNC(O[C@H]1[C@H](NC[C@@H]1O)CC1=CC=C(C=C1)C1=CC=C(C=C1)C(F)(F)F)=O (2R,3S,4S)-4-hydroxy-2-{[4'-(trifluoromethyl)-[1,1'-biphenyl]-4-yl]methyl}pyrrolidin-3-yl N-{2-[(2S)-pyrrolidin-2-yl]ethyl}carbamate